O=C1N(C(C=C1)=O)CCC(=O)NC(C(=O)N)(C)C 2-(3-(2,5-dioxo-2,5-dihydro-1H-pyrrol-1-yl)propanamido)-2-methylpropanamide